N-{1-[5-amino-2-(5-bromopyridin-2-yl)pyrazol-3-yl]ethyl}-N-methyl-3,5-bis(trifluoromethyl)benzamide NC=1C=C(N(N1)C1=NC=C(C=C1)Br)C(C)N(C(C1=CC(=CC(=C1)C(F)(F)F)C(F)(F)F)=O)C